C1(=CC=CC=C1)C1=C(C(=C(C=C1)C1=CC=CC=C1)C1=CC=CC=C1)C1=CC=CC=C1 triphenyl-(biphenyl)